COC1=NC=C(C=C1S(=O)(=O)N1CCC2(CCCO2)CC1)C 8-((2-methoxy-5-methylpyridin-3-yl)sulfonyl)-1-oxa-8-azaspiro[4.5]decane